2-(2-(2-azabicyclo[3.1.0]hex-2-yl)ethyl)-5-amino-8-(2,6-dimethylpyridin-4-yl)-7-phenyl-[1,2,4]triazolo[4,3-c]pyrimidin-3(2H)-one C12N(CCC2C1)CCN1N=C2N(C(=NC(=C2C2=CC(=NC(=C2)C)C)C2=CC=CC=C2)N)C1=O